COC(=O)C1=CC2=C(N=C(S2)N2[C@@H]3C[C@H]([C@H](C2)C3)OCC=3C(=NOC3C3CC3)C3=C(C=C(C=C3Cl)OC)Cl)C(=C1)F 2-((1s,4s,5r)-5-((5-cyclopropyl-3-(2,6-dichloro-4-methoxyphenyl)isoxazol-4-yl)methoxy)-2-azabicyclo[2.2.1]Heptane-2-yl)-4-fluorobenzo[d]Thiazole-6-carboxylic acid methyl ester